Cl.N=1N(N=CC1)C=1C=C(CN)C=CC1 3-(2H-1,2,3-triazol-2-yl)benzylamine hydrochloride